O1C=NC2=C1C=CC(=C2)C=2C(=C(C#N)C=CC2)N2CCC(CC2)C2=NN=CN2C 3-(1,3-benzoxazol-5-yl)-2-[4-(4-methyl-4H-1,2,4-triazol-3-yl)piperidin-1-yl]benzonitrile